O[C@](CCC)([2H])C1=CC(=C(C=N1)C=1C=NC2=CC(=NC=C2C1)NC(=O)C1CC1)C N-(3-(6-((S)-1-hydroxybutyl-1-d)-4-methylpyridin-3-yl)-1,6-naphthyridin-7-yl)cyclopropane-1-carboxamide